4-[5-[2-[5-(oxan-2-yloxy)pyridine-3-yl]ethynyl]pyridine-3-carbonyl]piperazine sodium lactate trisodium dicarboxymethyl-alaninate C(=O)(O)C(C(=O)O)N[C@@H](C)C(=O)[O-].[Na+].[Na+].[Na+].C(C(O)C)(=O)[O-].[Na+].O1C(CCCC1)OC=1C=C(C=NC1)C#CC=1C=C(C=NC1)C(=O)N1CCNCC1